N-(6-(4-chlorophenyl)-1-((1R,5S)-3,3,5-trimethylcyclohexyl)-1H-pyrazolo[3,4-d]pyrimidin-4-yl)-5-nitrothiophene-2-carboxamide ClC1=CC=C(C=C1)C1=NC(=C2C(=N1)N(N=C2)[C@H]2CC(C[C@@H](C2)C)(C)C)NC(=O)C=2SC(=CC2)[N+](=O)[O-]